(3S,4S)-4-{[5-(2,4-difluoro-phenyl)-isoxazole-3-carbonyl]-amino}-1-(2-methoxy-ethyl)-piperidine-3-carboxylic acid (1-pyrimidin-2-yl-cyclopropyl)-amide N1=C(N=CC=C1)C1(CC1)NC(=O)[C@H]1CN(CC[C@@H]1NC(=O)C1=NOC(=C1)C1=C(C=C(C=C1)F)F)CCOC